C(C)OC(OCC)[SiH2]CCCNC(C=1C(C(=O)O)=CC=CC1)=O N-(3-diethoxymethylsilylpropyl)phthalamic acid